dihydrobenzo[cd]indole-6-carbonitrile N1CC2=C3C(C(=CC=C13)C#N)=CC=C2